N,N-dimethyl-1-phenyl-1,2,3,4-tetrahydroisoquinoline-7-carboxamide CN(C(=O)C1=CC=C2CCNC(C2=C1)C1=CC=CC=C1)C